19Z-eicosapentaenoic acid C(C=CC=CC=CC=CC=CCCCCCCCCC)(=O)O